FC1=C(OC2=C(N=C(S2)C(=O)N)C)C=CC(=C1)N1N=C2N(C1=O)C(CC2O)C2=CC=CC=C2 5-(2-fluoro-4-(7-hydroxy-3-oxo-5-phenyl-3,5,6,7-tetrahydro-2H-pyrrolo[2,1-c][1,2,4]triazol-2-yl)phenoxy)-4-methylthiazole-2-carboxamide